(-)-6-(4-chlorophenyl)-N-[3,3-difluoro-2-hydroxypropyl]-2-(3-fluorophenyl)-3-oxo-2,3-dihydropyridazine-4-carboxamide ClC1=CC=C(C=C1)C=1C=C(C(N(N1)C1=CC(=CC=C1)F)=O)C(=O)NCC(C(F)F)O